C(C=C)(=O)N1[C@H](CN(CC1)C=1C2=C(N=C(N1)OCC13CCCN3CCC1)N=C(C=C2)C2=CC=CC=1CCCCC21)CC#N (S)-2-(1-acryloyl-4-(2-(((tetrahydro-1H-pyrrolizin-7a(5H)-yl)methoxy))-7-(5,6,7,8-tetrahydronaphthalen-1-yl)pyridino[2,3-d]pyrimidin-4-yl)piperazin-2-yl)acetonitrile